C(CCCC1=NN=C(S1)C(=O)NCC1=NC=CC=C1F)C1=NN=C(S1)C(=O)NCC1=NC=CC=C1F 5,5'-(Butane-1,4-diyl)bis(N-((3-fluoropyridin-2-yl)methyl)-1,3,4-thiadiazole-2-carboxamide)